1-(3-chlorophenyl)-2-methylpropan-1-one ClC=1C=C(C=CC1)C(C(C)C)=O